O=C1NC=2C(=NC=CC2C2N(CCNC2)C(=O)NC2=C(C=C(C=C2)S(=O)(=O)C)C)N1 (2,3-dihydro-2-oxo-1H-imidazo[4,5-b]pyridin-7-yl)-N-(2-methyl-4-(methylsulfonyl)phenyl)piperazine-1-carboxamide